FC1(CCC(NC1)=O)F 5,5-difluoro-2-oxopiperidine